[(2-chlorophenyl)diphenylmethyl] (2S)-2-(benzyl oxy carbonyl amino)-6-[[(2S)-2-(tert-butoxycarbonylamino)-6-(9H-fluoren-9-ylmethoxycarbonylamino)hexanoyl]amino]hexanoate C(C1=CC=CC=C1)OC(=O)N[C@H](C(=O)OC(C1=CC=CC=C1)(C1=CC=CC=C1)C1=C(C=CC=C1)Cl)CCCCNC([C@H](CCCCNC(=O)OCC1C2=CC=CC=C2C=2C=CC=CC12)NC(=O)OC(C)(C)C)=O